(3S,4R)-3-({5-[5-chloro-2-(4-fluorophenyl)-1H-indol-3-yl]-1,3,4-oxadiazol-2-yl}amino)-4-hydroxypyrrolidin-2-one ClC=1C=C2C(=C(NC2=CC1)C1=CC=C(C=C1)F)C1=NN=C(O1)N[C@@H]1C(NC[C@H]1O)=O